C1(CCCCCC1)OC1=NC(=NC(=N1)C1=NC=CC=C1)NCN1CCOCC1 4-(cycloheptyloxy)-N-(morpholinomethyl)-6-(pyridin-2-yl)-1,3,5-triazin-2-amine